N1C=CC2=C(C=CC=C12)N1C(C2=CC(=C(C=C2C(=C1)C(=O)N1CCCCC1)OC)OC)=O 2-(1H-indol-4-yl)-6,7-dimethoxy-4-(piperidine-1-carbonyl)isoquinolin-1(2H)-one